ClC=1C=C(C=CC1)C1=C(N=C(S1)C(=O)N[C@H]1[C@H]2CC[C@@H](C1)N2C#N)C 5-(3-chlorophenyl)-N-((1R,2R,4S)-7-cyano-7-azabicyclo[2.2.1]heptan-2-yl)-4-methyl-1,3-thiazole-2-carboxamide